3-Chloro-6-fluoro-4-cyanophenyl 2,4,6-tri-O-acetyl-3-azido-3-deoxy-1-thio-α-D-galactopyranoside C(C)(=O)O[C@H]1[C@@H](SC2=CC(=C(C=C2F)C#N)Cl)O[C@@H]([C@@H]([C@@H]1N=[N+]=[N-])OC(C)=O)COC(C)=O